3-{[(4-cyanophenyl)carbamoyl]amino}-3-[(1-methoxy-1-oxopropan-2-yl)carbamoyl]propionic acid C(#N)C1=CC=C(C=C1)NC(=O)NC(CC(=O)O)C(NC(C(=O)OC)C)=O